5-cholesten-3β-ol sulphate sodium salt [Na+].S(=O)(=O)([O-])O[C@@H]1CC2=CC[C@H]3[C@@H]4CC[C@H]([C@@H](CCCC(C)C)C)[C@]4(CC[C@@H]3[C@]2(CC1)C)C